sulfoBarbituric acid S(=O)(=O)(O)C1C(NC(NC1=O)=O)=O